NC1=CC=CC(=N1)S(=O)(=O)NC(=O)C=1C(=NC=CC1)N1C(C(CC1)CC1CC1)(C)C N-[(6-Amino-2-pyridyl)sulfonyl]-2-[3-(cyclopropylmethyl)-2,2-dimethyl-pyrrolidin-1-yl]pyridin-3-carboxamid